2-fluoroethyl 2-{[6-(cyclopropylmethoxy)-5-(3,3-difluoroazetidin-1-yl) pyridine-2-carbonyl] amino}-2-ethylbutanoate C1(CC1)COC1=C(C=CC(=N1)C(=O)NC(C(=O)OCCF)(CC)CC)N1CC(C1)(F)F